FC(C(=O)O)(F)F.C(C)(C)(C)N(C)CC1=C(CNC=2C=CC(=NC2C)S(=O)(=O)NC=2N=CSC2)C(=CC=C1F)F 5-((2-((tert-butyl(methyl)amino)methyl)-3,6-difluorobenzyl)amino)-6-methyl-N-(thiazol-4-yl)pyridine-2-sulfonamide trifluoroacetic acid salt